BrC(=C(C(F)(F)F)F)F 1-bromopentafluoroprop-1-ene